C(#N)\C(=C/C1=C(N(C(=C1)C)C=1SC(=C(C1C#N)C)C)C)\C1=NC2=C(N1)C=C(C=C2)C(F)(F)F (E)-2-(3-(2-cyano-2-(6-(trifluoromethyl)-1H-benzo[d]imidazol-2-yl)vinyl)-2,5-dimethyl-1H-pyrrol-1-yl)-4,5-dimethylthiophene-3-carbonitrile